BrC=1C=C(C=CC1SC)O 3-bromo-4-(methylthio)phenol